2-(((tert-butyldimethylsilyl)oxy)methyl)-5-fluoropyridine [Si](C)(C)(C(C)(C)C)OCC1=NC=C(C=C1)F